({6-[(1,3-benzothiazol-2-yl)amino]-4-(Prop-2-yl)pyridazin-3-yl}amino)-1,3-thiazole-4-carboxylic acid ethyl ester C(C)OC(=O)C=1N=C(SC1)NC=1N=NC(=CC1C(C)C)NC=1SC2=C(N1)C=CC=C2